N(/N)=C\1/CC[C@@H]2[C@@]1(CC[C@@H]1[C@]3(CCC=4N=C(SC4C3=CC[C@@H]21)NN2CCN(CC2)CC)C)C (5aR,5bS,7aS,10aS,10bR,E)-8-hydrazineylidene-5a,7a-dimethyl-N-(4-ethylpiperazin-1-yl)-5,5a,5b,6,7,7a,8,9,10,10a,10b,11-dodecahydro-4H-cyclopenta[7,8]phenanthro[2,1-d]thiazol-2-amine